CC=1C=C2CC(NC2=CC1)=O 5-methyl-2-oxo-1H-indole